COC=1C=C(C=C(C1OC)OC)C1=NC(=C2C=CC=NC2=C1)O[C@H](C)[C@@H]1CC(NC1)=O (R)-4-{(R)-1-[7-(3,4,5-trimethoxy-phenyl)-[1,6]naphthyridine-5-yloxy]-ethyl}pyrrolidine-2-one